N-acetyl-L-valyl-N5-carbamoyl-N5-[4-({[(4-nitrophenoxy)carbonyl]oxy}methyl)phenyl]-L-ornithinamide C(C)(=O)N[C@@H](C(C)C)C(=O)N[C@@H](CCCN(C1=CC=C(C=C1)COC(=O)OC1=CC=C(C=C1)[N+](=O)[O-])C(N)=O)C(=O)N